N-(5-(piperidin-1-ylsulfonyl)pyridin-2-yl)-1H-indol-5-amine N1(CCCCC1)S(=O)(=O)C=1C=CC(=NC1)NC=1C=C2C=CNC2=CC1